C1([C@@H](O)[C@H](O)[C@H](O)[C@@H](O1)C)N=[N+]=[N-] L-Fucopyranosyl azide